N-cyclobutyl-5-(1H-indole-2-carbonyl)-N-methyl-4H,5H,6H,7H-pyrazolo[1,5-a]pyrazine-3-carboxamide C1(CCC1)N(C(=O)C=1C=NN2C1CN(CC2)C(=O)C=2NC1=CC=CC=C1C2)C